COC=1C=C(C=CC1OC)C1=CC=NC=2N1N=C(C2)C(=O)NC2=NC=C(C=C2)N2CCOCC2 7-(3,4-dimethoxyphenyl)-N-(5-morpholinopyridin-2-yl)pyrazolo[1,5-a]pyrimidine-2-carboxamide